OB1OCC2=C1C=CC=C2 1-hydroxy-3H-2,1-benzoxaborole